N1(C=NC=C1)C1CCC(CC1)OC1=NC(=CC=2N1N=CN2)N2CCOCC2 4-(5-(((1s,4s)-4-(1H-imidazol-1-yl)cyclohexyl)oxy)-[1,2,4]triazolo[1,5-c]pyrimidin-7-yl)morpholine